CN(C(/C=C/CC[C@H](C(=O)NC=1C(N(C=CC1)CC=1NC2=CC=C(C=C2C1)F)=O)CN(C([O-])=O)CCOC)=O)C (S,E)-7-(Dimethylamino)-1-((1-((5-fluoro-1H-indol-2-yl)methyl)-2-oxo-1,2-dihydropyridin-3-yl)amino)-1,7-dioxohept-5-en-2-yl(2-methoxyethyl)(methyl)carbamat